(diethylamino)benzo[g]benzo[4,5]imidazo[1,2-a][1,8]naphthyridine-6-Nitrile C(C)N(CC)C1=CC=CC=2N=C3N(C4=NC5=C(C=C4C=C3C#N)C=CC=C5)C21